tert-butyl (5-acetyl-3-bromo-1-morpholino-2-oxo-1,2-dihydropyridin-4-yl)carbamate C(C)(=O)C=1C(=C(C(N(C1)N1CCOCC1)=O)Br)NC(OC(C)(C)C)=O